hexyl ethylacetate C(C)CC(=O)OCCCCCC